(R)-N-((8-CYANO-2-(2-(CYCLOHEXYLTHIO)ETHYL)-4-METHYL-1,2,3,4-TETRAHYDROQUINOXALIN-6-YL)SULFONYL)-1-METHOXYCYCLOHEXANE-1-CARBOXAMIDE C(#N)C=1C=C(C=C2N(C[C@H](NC12)CCSC1CCCCC1)C)S(=O)(=O)NC(=O)C1(CCCCC1)OC